ClC=1N=C(NC1[C@H]1[C@H](CN(CC1)S(=O)(=O)C=1C=NN(C1)C)C)C1=NC=C(C=C1)F 2-[4-Chloro-5-[(3R,4R)-3-methyl-1-(1-methylpyrazol-4-yl)sulfonyl-4-piperidyl]-1H-imidazol-2-yl]-5-fluoro-pyridine